C(C)(C)(CC)C1=CC=C(C=C1)O para-tertiary amyl-phenol